ClC1=CC=C(C=C1)CNC(=O)C=1C(=NC(=CC1OCC)N1CCOCC1)C N-[(4-Chlorophenyl)-methyl]-4-ethoxy-2-methyl-6-morpholin-4-yl-pyridine-3-carboxylic acid amide